ClC=1C(=NC=CC1SC1=CN=C2C(=N1)NC(=N2)N2CCC1(CC2)[C@@H](C2=CC=CC=C2C1)N)C (S)-1'-(6-((3-chloro-2-methylpyridin-4-yl)thio)-1H-imidazo[4,5-b]pyrazin-2-yl)-1,3-dihydrospiro[indene-2,4'-piperidin]-1-amine